(S)-4-(4-cyano-3-(isoquinolin-4-yl)-2-oxoimidazolidin-1-yl)-6-(trifluoromethyl)nicotinonitrile C(#N)[C@H]1N(C(N(C1)C1=CC(=NC=C1C#N)C(F)(F)F)=O)C1=CN=CC2=CC=CC=C12